5-oxotetrahydrothiophene-2-carboxylic acid 1,3-dioxoisoindolin-2-yl ester O=C1N(C(C2=CC=CC=C12)=O)OC(=O)C1SC(CC1)=O